[N+](=O)([O-])C1=C(N(CC)CCCC)C(=CC(=C1)C(F)(F)F)[N+](=O)[O-] 2,6-dinitro-N-butyl-N-ethyl-4-(trifluoromethyl)aniline